COC1=C(C=2C=CC(=CC2C=C1)[C@@H](C(=O)O)C)[2H] (S)-2-(6-methoxynaphthalen-2-yl-5-d)propanoic acid